6-(4-methylpiperazin-1-yl)pyridine-3-boronic acid pinacol ester CN1CCN(CC1)C1=CC=C(C=N1)B1OC(C)(C)C(C)(C)O1